2-Ethylsulfanyl-N-[(3-fluorophenyl)-methyl]-4-methyl-6-(N-methyl-anilino)-pyridine-3-carboxylic acid amide C(C)SC1=NC(=CC(=C1C(=O)NCC1=CC(=CC=C1)F)C)N(C1=CC=CC=C1)C